COC1=CC=C(C=C1)N1C(NNC1=S)=O 4-(4-methoxyphenyl)-5-thioxo-1,2,4-triazolidin-3-one